C(C(O)C)(=O)C(C(=O)OCCCCCCCCCCCC)(O)C lauryl lactyllactate